FC(C=1C=NN2C1C(=CC=C2N2CCC1(C(N3[C@H](O1)CC[C@H]3C3=CC=CC=C3)=O)CC2)C#N)F 3-(difluoromethyl)-7-[(5'S,7a'R)-3'-oxo-5'-phenyltetrahydro-1H,3'H-spiro[piperidine-4,2'-pyrrolo[2,1-b][1,3]oxazol]-1-yl]pyrazolo[1,5-a]pyridine-4-carbonitrile